C1(=CC=CC=C1)C1=CC=C(C=C1)N 4'-biphenyl-amine